3-isobutylfuran-2,5(3H,4H)-dione C(C(C)C)C1C(OC(C1)=O)=O